OC[C@@H]1COC=2C(=CC=3C(N(CC3C2)[C@@H]2C(NC(CC2)=O)=O)=O)O1 (S)-3-((R)-2-(hydroxymethyl)-8-oxo-2,3,6,8-tetrahydro-7H-[1,4]dioxino[2,3-f]isoindol-7-yl)piperidine-2,6-dione